C(C1=CC=CC=C1)(=O)O[C@H]1[C@H](O[C@@H]([C@@H]([C@@H]1OC(C1=CC=CC=C1)=O)OC(C1=CC=CC=C1)=O)COC(C1=CC=CC=C1)=O)SCC=C (2R,3R,4S,5S,6R)-2-(allylthio)-6-((benzoyloxy)methyl)tetrahydro-2H-pyran-3,4,5-triyl tribenzoate